dichloro-benzenedicarboxylic acid ClC=1C(=C(C(=CC1)C(=O)O)C(=O)O)Cl